(1S,2R)-2-((S)-5-Chloro-8-((4,5-dimethylisoxazol-3-yl)methoxy)-1-((2-oxopyrrolidin-1-yl)methyl)-1,2,3,4-tetrahydroisochinolin-2-carbonyl)-1-methylcyclohexan ClC1=C2CCN([C@@H](C2=C(C=C1)OCC1=NOC(=C1C)C)CN1C(CCC1)=O)C(=O)[C@H]1[C@H](CCCC1)C